2-ethylthiophen C(C)C=1SC=CC1